[4-Amino-2-[[4-(4-methyl-1-piperazinyl)phenyl]amino]-5-thiazolyl](2,3-dihydro-1,4-benzodioxin-6-yl)methanone NC=1N=C(SC1C(=O)C1=CC2=C(OCCO2)C=C1)NC1=CC=C(C=C1)N1CCN(CC1)C